(1,1-difluorospiro[2.3]hex-5-yl)carbamic acid tert-butyl ester C(C)(C)(C)OC(NC1CC2(CC2(F)F)C1)=O